OC1=C(C=C(C(C1Cl)=CNC(=O)C)C(C)(C)C)N1N=C2C(=N1)C=CC=C2 2-(2'-hydroxy-3'-chloroacetaminomethylene-5'-tert-butylphenyl)benzotriazole